C(C)(C)(C)OC(=O)N1CC(C1)OC=1C=CC(=NC1)C(=O)O 5-{[1-(tert-butoxycarbonyl)azetidin-3-yl]oxy}pyridine-2-carboxylic acid